ClC1=C(C(=O)N(C)C)C=CC(=C1)NC1=NC=C(C(=N1)N[C@H](CO)C1=CC=CC=C1)C1=NC(=NO1)C 2-chloro-4-[[4-[[(1S)-2-hydroxy-1-phenyl-ethyl]amino]-5-(3-methyl-1,2,4-oxadiazol-5-yl)pyrimidin-2-yl]amino]-N,N-dimethyl-benzamide